(R,E)-2-(3-hydroxymethyl-2,2-dimethylcyclobutylidene)propan-1-ol OC[C@H]1C(\C(\C1)=C(\CO)/C)(C)C